CN(C(OC1=C(C=C2C(=C(C(OC2=C1)=O)CC1=C(C(=CC=C1)NS(NC)(=O)=O)Cl)CN1CCC1)Cl)=O)C 4-(azetidin-1-ylmethyl)-6-chloro-3-(2-chloro-3-((N-methylsulfamoyl)amino)benzyl)-2-oxo-2H-chromen-7-yl dimethylcarbamate